8-(5-fluoro-6-methoxypyridin-3-yl)-1-(4-(piperazin-1-yl)-3-(trifluoromethyl)phenyl)-5-(2-(Pyrrol-1-yl)ethyl)-1,5-dihydro-4H-[1,2,3]triazolo[4,5-c]quinolin-4-one FC=1C=C(C=NC1OC)C1=CC=2C3=C(C(N(C2C=C1)CCN1C=CC=C1)=O)N=NN3C3=CC(=C(C=C3)N3CCNCC3)C(F)(F)F